benzenesulfonyl-4,5-dichloro-2-nitroaniline C1(=CC=CC=C1)S(=O)(=O)NC1=C(C=C(C(=C1)Cl)Cl)[N+](=O)[O-]